1-(((S)-oxetan-2-yl)methyl)-1H-benzo[D]imidazole-6-carboxylic acid O1[C@@H](CC1)CN1C=NC2=C1C=C(C=C2)C(=O)O